2-(methoxyimino)-N-methylacetamid CON=CC(=O)NC